N-((2-(6-(2-Ethyl-5-Fluoro-4-Hydroxyphenyl)-1H-Indazol-3-yl)-1H-Imidazol-4-yl)methyl)-5-(Piperidin-1-yl)pyrazin-2-Carboxamid C(C)C1=C(C=C(C(=C1)O)F)C1=CC=C2C(=NNC2=C1)C=1NC=C(N1)CNC(=O)C1=NC=C(N=C1)N1CCCCC1